tert-butyl 4-(2-(1-(3-(2,6-dioxopiperidin-3-yl)-1-methyl-1H-indazol-6-yl)piperidin-4-yl)ethyl)piperazine-1-carboxylate O=C1NC(CCC1C1=NN(C2=CC(=CC=C12)N1CCC(CC1)CCN1CCN(CC1)C(=O)OC(C)(C)C)C)=O